3-(1H-pyrazol-1-yl)cyclobutane-1-carboxylic acid methyl ester COC(=O)C1CC(C1)N1N=CC=C1